tert-Butyl (3R)-3-[(1S)-2-tert-butoxy-2-oxo-1-[[3-(2-pyridylmethylcarbamothioylamino)phenyl]methyl]ethyl]pyrrolidine-1-carboxylate C(C)(C)(C)OC([C@@H](CC1=CC(=CC=C1)NC(NCC1=NC=CC=C1)=S)[C@@H]1CN(CC1)C(=O)OC(C)(C)C)=O